(1S)-6-{4-aminobicyclo[2.2.2]octane-1-carbonyl}-6-azaspiro[2.5]octan NC12CCC(CC1)(CC2)C(=O)N2CCC1(CC1)CC2